FC1(CCC2=C1N=C(N=C2)S(=O)(=O)C)F 7,7-difluoro-2-(methylsulfonyl)-6,7-dihydro-5H-cyclopenta[d]pyrimidine